(2R,4aS,8aS)-2-methyldecahydroquinoxaline C[C@H]1N[C@H]2CCCC[C@@H]2NC1